N-[3-(2,3-dihydro-1,4-benzodioxin-6-yl)-2-methylphenyl]-4,5,6,7-tetrahydro[1,3]thiazolo[5,4-c]pyridine-2-carboxamide O1CCOC2=C1C=CC(=C2)C=2C(=C(C=CC2)NC(=O)C=2SC=1CNCCC1N2)C